O[C@@H](C(C)=O)[C@H](CO)O (3R,4S)-3,4,5-trihydroxypentanone